FC=1C=C(C=CC1F)N1C(CCCC1C1=NC2=C(N1C=1SC(=CN1)CO)C=CC(=C2)C=2C(=NOC2C)C)=O 1-(3,4-difluorophenyl)-6-(5-(3,5-dimethylisoxazol-4-yl)-1-(5-(hydroxymethyl)thiazol-2-yl)-1H-benzo[d]imidazol-2-yl)piperidin-2-one